C[C@@H]1[C@@H](N(C2CC1C2)C(=O)C2=NC(=CC=C2N2N=CC=N2)C)CNC2=NC=C(N=C2)C(F)(F)F |o1:1,2| N-{[(3R,4S) or (3S,4R)-4-methyl-2-[6-methyl-3-(2H-1,2,3-triazol-2-yl)pyridine-2-carbonyl]-2-azabicyclo[3.1.1]heptan-3-yl]methyl}-5-(trifluoromethyl)pyrazin-2-amine